C(C)(C)(C)OC(=O)N1CCN(CC1)CC1=C(C=C(C=C1)Cl)O 4-(4-chloro-2-hydroxybenzyl)piperazine-1-carboxylic acid tert-butyl ester